C(C)(C)OC1=CC(=NC=C1)NC(=S)NC(C1=CC=CC=C1)=O N-(4-isopropoxypyridin-2-ylcarbamothioyl)benzamide